CC=1N=C(NC1C)C1=NC=CC(=C1)C=1C=NC=C(C1)C(=O)N1CCN(CCC1)C 2'-(4,5-Dimethyl-1H-imidazol-2-yl)-5-[(4-methyl-1,4-diazepan-1-yl)carbonyl]-3,4'-bipyridin